The molecule is a tripeptide composed of glycine, glycine and L-phenylalanine residues joined in sequence. It has a role as a metabolite. C1=CC=C(C=C1)C[C@@H](C(=O)O)NC(=O)CNC(=O)CN